ClC1=C(C=C(C(=C1)F)N1C(N(C(=CC1=O)C(F)(F)F)C)=O)C1=NOC2(C1CCC2C)C(=O)O 3-{2-Chloro-4-fluoro-5-[3-methyl-2,6-dioxo-4-(trifluoromethyl)-3,6-dihydropyrimidin-1(2H)-yl]phenyl}-6-methyl-3a,4,5,6-tetrahydro-6aH-cyclopenta[d][1,2]oxazole-6a-carboxylic acid